C(C)C=1C=C(C#N)C=CC1N1N=C(C2=C1N=CC=C2N2N=C(C=1C2=NC=CC1N1C=NC(=C1)C=1C=NN(C1)C)C(C)C)C(C)C 3-ethyl-4-{4-[4-(1-methyl-1H-pyrazol-4-yl)-1H-imidazol-1-yl]-3,3'-bis(propan-2-yl)-1'H-[1,4'-bipyrazolo[3,4-b]pyridin]-1'-yl}benzonitrile